4-(4-butylcyclohexyl)-4'-((4-isothiocyanato-2,5-dimethylphenyl)ethynyl)-1,1'-biphenyl C(CCC)C1CCC(CC1)C1=CC=C(C=C1)C1=CC=C(C=C1)C#CC1=C(C=C(C(=C1)C)N=C=S)C